((4-chlorobenzyl)(methyl)amino)-N-(4-chlorophenyl)-7-(1H-pyrazol-4-yl)pyrazolo[1,5-a]pyrimidine-2-carboxamide ClC1=CC=C(CN(C)C=2C(=NN3C2N=CC=C3C=3C=NNC3)C(=O)NC3=CC=C(C=C3)Cl)C=C1